N1C(=NC=C1)C1=CC=C(OCC2OC2)C=C1 2-[(4-imidazolylphenoxy)methyl]oxirane